N'-(2-methyl-5-trifluoromethyl-4-(3-trimethylsilanyl-propoxy)-phenyl)-N-ethyl-N-methylformamidine CC1=C(C=C(C(=C1)OCCC[Si](C)(C)C)C(F)(F)F)N=CN(C)CC